C([C@@H](C(=O)O)N)NC(=O)N L-(-)-2-amino-3-ureidopropionic acid